POC=1C(=CC=CC1)C=1C(=CC=CC1)OP biphenol bisphosphinite